N-[2-(benzylsulfonyloxy)phenyl]-N'-[4-(methanesulfonyloxy)phenyl]urea C(C1=CC=CC=C1)S(=O)(=O)OC1=C(C=CC=C1)NC(=O)NC1=CC=C(C=C1)OS(=O)(=O)C